3-(3,6-difluoro-9H-carbazol-9-yl)-N-(4-(trifluoromethoxy)phenyl)piperidine-1-sulfonimidamide FC=1C=CC=2N(C3=CC=C(C=C3C2C1)F)C1CN(CCC1)S(=O)(NC1=CC=C(C=C1)OC(F)(F)F)=N